3-(4-chlorophenyl)propan-2-yn-1-ol ClC1=CC=C(C=C1)C#CCO